FC=1C=C2N=CC=3N(CN4C3C2=C(OCC42CCOCC2)C1C=1C=NC(=CC1)OCCCN1CCCCC1)C 6-fluoro-2-Methyl-7-(6-(3-(piperidin-1-yl)propoxy)pyridin-3-yl)-2',3',5',6'-tetrahydro-9H-8-oxa-2,4,10a-triazaspiro[naphtho[2,1,8-cde]azulene-10,4'-pyran]